C(C)C1=C(N=C(C(=N1)C(=O)N)NC1=CC(=CC=C1)CCNC(=O)C1(CC1)NC)C 6-ethyl-5-methyl-3-((3-(2-(1-(methyl-amino)cyclopropane-1-carboxamido)ethyl)phenyl)amino)pyrazine-2-carboxamide